O=C(CCC(=O)O)OCC1(N=N1)COC(CCC#C)=O 4-oxo-4-((3-((pent-4-ynoyloxy)methyl)-3H-diazirin-3-yl)methoxy)butanoic acid